7-bromo-5-nitro-2,3-dihydro-phthalazine-1,4-dione BrC1=CC(=C2C(NNC(C2=C1)=O)=O)[N+](=O)[O-]